ClC=1N=CC2=C(N1)CNCC2 2-chloro-5,6,7,8-tetrahydropyrido[3,4-d]pyrimidine